N-[(1S)-1-[[(1S)-2-amino-2-oxo-1-[[(2S)-2-oxopyrrolidin-3-yl]methyl]ethyl]carbamoyl]-3-methyl-butyl]-4-ethoxy-1H-indole-2-carboxamide NC([C@H](CC1C(NCC1)=O)NC(=O)[C@H](CC(C)C)NC(=O)C=1NC2=CC=CC(=C2C1)OCC)=O